C1(CC1)[C@]1(C(NC(N1)=O)=O)CCC(=O)N1CCC2=C(CC1)C=C(C=C2)OC (S)-5-cyclopropyl-5-(3-(7-methoxy-4,5-dihydro-1H-benzo[d]azepin-3(2H)-yl)-3-oxopropyl)imidazolidine-2,4-dione